FC(OC1=C(C(=C(C=C1)C1C(OC(C1C)(C(F)(F)F)C)C(=O)NC=1C=C2CNC(C2=CC1)=O)F)F)F 3-(4-(difluoromethoxy)-2,3-difluorophenyl)-4,5-dimethyl-N-(1-oxoisoindolin-5-yl)-5-(trifluoromethyl)tetrahydrofuran-2-carboxamide